O-ethyl N-((4-bromo-5-fluoro-3-methylpyridin-2-yl)carbamothioyl)carbamate BrC1=C(C(=NC=C1F)NC(=S)NC(OCC)=O)C